C(C1=CC=CC=C1)OC1=C2C(=NC(=C1)C1=C(C=C(C(=C1)Cl)C(C)(C)C)C)CCCS2(=O)=O 8-benzyloxy-6-(4-tert-butyl-5-chloro-2-methyl-phenyl)-3,4-dihydro-2H-thiopyrano[3,2-b]pyridine 1,1-dioxide